COC(=O)C1=CC(=NC2=C1N=CN=C2Cl)C2=CC=C(C=C2)F methyl-4-chloro-6-(4-fluorophenyl)pyrido[3,2-d]pyrimidine-8-carboxylate